(2,6-difluorophenyl)-N2-isopropyl-N4-(3-(methylsulfonyl)phenyl)-1,3,5-triazine-2,4-diamine FC1=C(C(=CC=C1)F)C1=NC(=NC(=N1)NC(C)C)NC1=CC(=CC=C1)S(=O)(=O)C